(S)-5-(5-methyl-3,4,5,6-tetrahydropyridin-2-yl)-2-(oxetan-3-yl)benzo[d]thiazole C[C@H]1CCC(=NC1)C=1C=CC2=C(N=C(S2)C2COC2)C1